S1(C2=C(OC3(CN1)COC3)N=CC=C2)(=O)=O 2',3'-dihydro-spiro[oxetan-3,4'-pyrido[2,3-b][1,4,5]oxathiazepine]-1',1'-dioxide